C1(CC1)N(C(=O)NC=1C(=NN(C1)C1OCCCC1)C1=CC2=C(C=N1)C=NN2CC(C)C)C2CC2 1,1-dicyclopropyl-3-(3-(1-isobutyl-1H-pyrazolo[4,3-c]pyridin-6-yl)-1-(tetrahydro-2H-pyran-2-yl)-1H-pyrazol-4-yl)urea